FC1=C(C(=CC(=C1)OC)F)C1=C(C(N(N1C)C1=NC=CC=C1)=O)C1=C(C(=O)N)C=CC(=C1)OC(F)F [5-(2,6-difluoro-4-methoxyphenyl)-1-methyl-3-oxo-2-(pyridin-2-yl)-2,3-dihydro-1H-pyrazol-4-yl]-4-(difluoromethoxy)benzamide